[N+](=O)([O-])C=1C=NC(=NC1)N1CCCCC1 5-nitro-2-(piperidin-1-yl)pyrimidine